OC1=CC=C(C=C1)C1=NC(=NC(=N1)C1=CC=C(C=C1)O)C1=CC=C(C=C1)O 2,4,6-tris(4-hydroxyphenyl)-1,3,5-triazine